N-[4-(6,6-dimethyl-4-oxo-4,5,6,7-tetrahydro-1H-pyrrolo[3,2-c]pyridin-2-yl)pyridin-2-yl]-2-(4-fluorophenyl)propanamide CC1(CC2=C(C(N1)=O)C=C(N2)C2=CC(=NC=C2)NC(C(C)C2=CC=C(C=C2)F)=O)C